2-ethyl-4-(6-((4-methoxybenzyl)oxy)-2-(methylsulfonyl)pyrimidin-4-yl)morpholine C(C)C1CN(CCO1)C1=NC(=NC(=C1)OCC1=CC=C(C=C1)OC)S(=O)(=O)C